5-(2-(3,4,5-trimethylphenylamino)-5-methylpyrimidin-4-ylamino)-3-methylbenzo[d]oxazol-2(3H)-one trifluoroacetate salt FC(C(=O)O)(F)F.CC=1C=C(C=C(C1C)C)NC1=NC=C(C(=N1)NC=1C=CC2=C(N(C(O2)=O)C)C1)C